6-(benzo[d]oxazol-2-yl)-5-hydroxy-3-methyl-2-(1-(3-methyloxetan-3-yl)-1H-benzo[d]imidazol-2-yl)pyrimidin-4(3H)-one O1C(=NC2=C1C=CC=C2)C2=C(C(N(C(=N2)C2=NC1=C(N2C2(COC2)C)C=CC=C1)C)=O)O